propylene glycol monomethyl ether n-propyl-acetate C(CC)CC(=O)OC(COC)C